FC=1C=C(C=CC1O)C=1OC2=C(N1)C=C(C=C2C=C)O 2-(3-fluoro-4-hydroxyphenyl)-7-vinylbenzo[d]oxazol-5-ol